2-(4-(dimethylamino)phenyl)-N-((5-(2,6-dioxopiperidin-3-yl)-4-oxo-5,6-dihydro-4H-thieno[3,4-c]pyrrol-1-yl)methyl)acetamide CN(C1=CC=C(C=C1)CC(=O)NCC=1SC=C2C1CN(C2=O)C2C(NC(CC2)=O)=O)C